C(CCCCCCCCCCCCCCCCC)(=O)[O-].[Ca+2].CC(C)(C#CC(C)(OOC(C)(C)C)C)OOC(C)(C)C.C(CCCCCCCCCCCCCCCCC)(=O)[O-] 2,5-dimethyl-2,5-bis(1,1-dimethylethylperoxy)hexyne calcium stearate salt